SC1CC(C1)NC(OC(C)(C)C)=O tert-butyl (3-mercaptocyclobutyl)carbamate